FC(C1=C(CN2C(C3=NN(C(=C3C2)C2=CC(=C(C=C2F)NC(=O)NC(CN(C)C)=O)F)C2=C(C=CC=C2CC)CC)(C)C)C=CC(=C1)C(F)(F)F)(F)F N-((4-(5-(2,4-bis(trifluoromethyl)benzyl)-2-(2,6-diethylphenyl)-6,6-dimethyl-2,4,5,6-tetrahydropyrrolo[3,4-c]pyrazol-3-yl)-2,5-difluorophenyl)carbamoyl)-2-(dimethylamino)acetamide